O1[C@@H](CCC1)C(=O)O (S)-tetrahydrofuranformic acid